N-[4-(Chlorodifluoro-methoxy)phenyl]-6-oxo-1-(quinoxalin-5-yl)-1,6-dihydropyridine-3-carboxamide ClC(OC1=CC=C(C=C1)NC(=O)C1=CN(C(C=C1)=O)C1=C2N=CC=NC2=CC=C1)(F)F